C(C)(=O)C=1C(=CC(=NC1)NC(=O)C1CC1)NC=1C(=C(C(=O)NC)C=CC1)OC 3-((5-acetyl-2-(cyclopropanecarboxamido)pyridin-4-yl)amino)-2-methoxy-N-methylbenzamide